((1R,2R,3R)-3-(1-methyl-1H-benzimidazol-2-yl)-2,3-diphenylcyclobutyl)(phenyl)methanone CN1C(=NC2=C1C=CC=C2)[C@]2([C@H]([C@@H](C2)C(=O)C2=CC=CC=C2)C2=CC=CC=C2)C2=CC=CC=C2